CYCLOPROPYLPYRIMIDINE C1CC1C2=NC=CC=N2